(6R,8S)-N-(5-chloro-6-(pyrimidin-2-yl)pyridin-3-yl)-8-(1-(difluoromethyl)-1H-pyrazol-3-yl)-2-fluoro-8-methyl-7,8-dihydro-6H-cyclopenta[e]pyrazolo[1,5-a]pyrimidine-6-carboxamide ClC=1C=C(C=NC1C1=NC=CC=N1)NC(=O)[C@@H]1C[C@](C2=C1C=NC=1N2N=C(C1)F)(C)C1=NN(C=C1)C(F)F